4-chloro-1-(3-(difluoromethoxy)phenyl)-3-isopropyl-2-oxo-2,3-dihydro-1H-benzo[d]imidazole-5-carboxylic acid ethyl ester C(C)OC(=O)C1=C(C2=C(N(C(N2C(C)C)=O)C2=CC(=CC=C2)OC(F)F)C=C1)Cl